N-[2,6-difluoro-3-[5-[4-(1H-tetrazol-5-yl)phenyl]-1H-pyrazolo[3,4-b]pyridine-3-carbonyl]phenyl]methanesulfonamide FC1=C(C(=CC=C1C(=O)C1=NNC2=NC=C(C=C21)C2=CC=C(C=C2)C2=NN=NN2)F)NS(=O)(=O)C